tributyl(1-ethylvinyl)tin C(CCC)[Sn](C(=C)CC)(CCCC)CCCC